O1C(=NC2=C1C=CC=C2)C(C(=O)OCC)(F)F ethyl 2-(benzoxazol-2-yl)-2,2-difluoroacetate